CC1=C(C(=CC=C1)N)N 3-methyl-benzene-1,2-diamine